4-(benzothiophene-2-yl)-1-(methylsulfonyl)-1H-1,2,3-triazole S1C(=CC2=C1C=CC=C2)C=2N=NN(C2)S(=O)(=O)C